bis-phenylsulfimide vanadium [V].C1(=CC=CC=C1)S(=N)C1=CC=CC=C1